FC1(CC(CC1)CC(=O)O)F 2-(3,3-difluorocyclopentyl)acetic acid